2-{[(2S)-4-{6-[(4-Chloro-2-fluorobenzyl)oxy]pyridin-2-yl}-2-methylpiperazin-1-yl]methyl}-1-(1,3-oxazol-5-ylmethyl)-1H-benzimidazol ClC1=CC(=C(COC2=CC=CC(=N2)N2C[C@@H](N(CC2)CC2=NC3=C(N2CC2=CN=CO2)C=CC=C3)C)C=C1)F